6-Phenylpyridin-3-amine C1(=CC=CC=C1)C1=CC=C(C=N1)N